4-amino-3-hydroxypiperidine NC1C(CNCC1)O